C(C)(=O)[O-].[NH+]1(CCCN=CCCC1)C1CCCCCCCC1 1,5-diazabicyclonon-5-enium acetate